3-(3,5-difluorophenyl)-5-(trifluoromethyl)-4,5-dihydro-1,2-oxazole-5-carbonyl chloride FC=1C=C(C=C(C1)F)C1=NOC(C1)(C(=O)Cl)C(F)(F)F